The molecule is an oligosaccharide (hexadecasaccharide) consisting of a linear sequence of six D-arabinofuranose residues all linked alpha(1->5), to the residue distal from the reducing end are added via alpha(1->3) and alpha(1->5) linkages two linear sequences of five D-arabinofuranose residues, again all linked alpha(1->5). C([C@@H]1[C@H]([C@@H]([C@H](O1)OC[C@@H]2[C@H]([C@@H]([C@H](O2)OC[C@@H]3[C@H]([C@@H]([C@H](O3)OC[C@@H]4[C@H]([C@@H]([C@H](O4)OC[C@@H]5[C@H]([C@@H]([C@H](O5)OC[C@@H]6[C@H]([C@@H]([C@H](O6)OC[C@@H]7[C@H]([C@@H]([C@H](O7)OC[C@@H]8[C@H]([C@@H]([C@H](O8)OC[C@@H]9[C@H]([C@@H]([C@H](O9)OC[C@@H]1[C@H]([C@@H]([C@H](O1)OC[C@@H]1[C@H]([C@@H](C(O1)O)O)O)O)O)O)O)O)O)O)O)O)O[C@@H]1[C@H]([C@@H]([C@H](O1)CO[C@@H]1[C@H]([C@@H]([C@H](O1)CO[C@@H]1[C@H]([C@@H]([C@H](O1)CO[C@@H]1[C@H]([C@@H]([C@H](O1)CO[C@@H]1[C@H]([C@@H]([C@H](O1)CO)O)O)O)O)O)O)O)O)O)O)O)O)O)O)O)O)O)O)O)O)O